Thiochromone oxide O1C=CC(C2=CC=CC=C12)=S=O